BrC1=CC2=CN(N=C2C=C1)CC(C)(O)C (5-bromo-2H-indazol-2-yl)-2-methylpropan-2-ol